3-(4-((5-(4-(4-((5-chloro-4-((2-(dimethylphosphoryl)phenyl)amino)pyrimidin-2-yl)amino)-3-methoxyphenyl)piperazin-1-yl)-5-oxopentyl)amino)-1-oxoisoindolin-2-yl)piperidine-2,6-dione ClC=1C(=NC(=NC1)NC1=C(C=C(C=C1)N1CCN(CC1)C(CCCCNC1=C2CN(C(C2=CC=C1)=O)C1C(NC(CC1)=O)=O)=O)OC)NC1=C(C=CC=C1)P(=O)(C)C